CC1(OB(OC1(C)C)C1=CC=C2C=C(N(C2=C1)C(=O)OC(C)(C)C)C(=O)OC)C 1-(tert-butyl) 2-methyl 6-(4,4,5,5-tetramethyl-1,3,2-dioxaborolane-2-yl)-1H-indole-1,2-dicarboxylate